(R)-N-(2-(3-(5-((1,3-dimethylazetidin-3-yl)(hydroxy)(4-isopropylphenyl)methyl)pyridin-3-yl)-1,2,4-oxadiazol-5-yl)ethyl)-N-methylacetamide-d3 CN1CC(C1)(C)[C@@](C=1C=C(C=NC1)C1=NOC(=N1)CCN(C(C([2H])([2H])[2H])=O)C)(C1=CC=C(C=C1)C(C)C)O